(S)-tert-butyl 1-(4-(benzylthio)-3-hydroxyphenylamino)-1-oxo-3-phenylpropan-2-ylcarbamate C(C1=CC=CC=C1)SC1=C(C=C(C=C1)NC([C@H](CC1=CC=CC=C1)NC(OC(C)(C)C)=O)=O)O